ethyl acetate propylphosphonate C(CC)P(O)(O)=O.C(C)(=O)OCC